(2s,3R)-3-amino-1-(4-((6-amino-9H-purin-9-yl)methyl)-6-(3,4-difluorophenyl)pyridin-3-yl)piperidine-2-carboxamide N[C@H]1[C@H](N(CCC1)C=1C=NC(=CC1CN1C2=NC=NC(=C2N=C1)N)C1=CC(=C(C=C1)F)F)C(=O)N